P(=O)(O)(O)O.N(CCO)(CCO)CCO triethanolamine phosphate Salt